FC12CC(C1)(C2)C(CC(CCCC#N)(C)C)=O 7-(3-fluoro-bicyclo[1.1.1]pentan-1-yl)-5,5-dimethyl-7-oxoheptanenitrile